CON(C(=O)NOC)CC1=CC=C(C=C1)C1=NOC(=N1)C(F)(F)F 1,3-Dimethoxy-1-[[4-[5-(trifluoromethyl)-1,2,4-oxadiazol-3-yl]phenyl]methyl]urea